N-(4-((3-chloro-4-fluorophenyl)amino)-7-(((S)-tetrahydrofuran-3-yl)oxy)quinazolin-6-yl)-6-((2-(2,6-dioxopiperidin-3-yl)-1,3-dioxoisoindolin-4-yl)thio)hexanamide ClC=1C=C(C=CC1F)NC1=NC=NC2=CC(=C(C=C12)NC(CCCCCSC1=C2C(N(C(C2=CC=C1)=O)C1C(NC(CC1)=O)=O)=O)=O)O[C@@H]1COCC1